FC(C(=O)O)(F)F.O1CC(C1)OC1=NC(=NC=C1C(F)(F)F)N[C@H]1CN(CCC1)CC1CCNCC1 (R)-4-(oxetan-3-yloxy)-N-(1-(piperidin-4-ylmethyl)piperidin-3-yl)-5-(trifluoromethyl)pyrimidin-2-amine trifluoroacetate